CC(CCC)(C#CC(CCC)(O)C)O 4,7-dimethyldecan-5-yne-4,7-diol